CC1=C(SC2=C1N=C(N=C2N2CCOCC2)N2N=C(C=C2)C=2C=C(C=CC2)C)C(=O)O 7-methyl-4-morpholino-2-(3-(m-tolyl)-1H-pyrazol-1-yl)thieno[3,2-d]pyrimidine-6-carboxylic acid